4-(((R)-4-(tert-butoxycarbonyl)piperazin-2-yl)methoxy)-6-chloro-2-((R)-3-methylmorpholino)nicotinic acid C(C)(C)(C)OC(=O)N1C[C@@H](NCC1)COC1=CC(=NC(=C1C(=O)O)N1[C@@H](COCC1)C)Cl